FC1=CC=C(C=C1)C1=CC(=C(C=C1)NC(OC(C)(C)C)=O)NC(C1=CC=C(C=C1)S(=O)(=N)C=1N=C(N(C1)COCC[Si](C)(C)C)OC)=O tert-butyl N-[4-(4-fluorophenyl)-2-[[4-[[2-methoxy-1-(2-trimethylsilylethoxymethyl)imidazol-4-yl]sulfonimidoyl]benzoyl]amino]phenyl]carbamate